N-(4-(4-amino-5-(3,5-difluoro-4-((1-oxotetrahydro-1λ6-thiophene-1-ylidene)amino)phenyl)-7-methyl-7H-pyrrolo[2,3-d]pyrimidin-6-yl)phenyl)methacrylamide ethyl-2-ethoxy-2-iminoacetate C(C)OC(C(=N)OCC)=O.NC=1C2=C(N=CN1)N(C(=C2C2=CC(=C(C(=C2)F)N=S2(CCCC2)=O)F)C2=CC=C(C=C2)NC(C(=C)C)=O)C